2-([1,4]Dioxan-2-ylmethoxy)-9-(2-ethoxy-pyridin-3-yl)-6,7-dihydro-pyrimido[6,1-a]isoquinolin-4-one O1C(COCC1)COC1=NC(N2C(C3=CC=C(C=C3CC2)C=2C(=NC=CC2)OCC)=C1)=O